(tetrahydro-2H-pyran-4-yl)methanamine hydrochloride Cl.O1CCC(CC1)CN